C(C)OC=C vinyl monoethyl ether